CC(C(=O)C1=CC=C(C=C1)[Si](C)(C)C)(C)N1CCOCC1 2-Methyl-4'-(trimethylsilyl)-2-morpholinopropiophenone